3-(4-(((2-((adamantan-1-ylmethoxy)methyl)thiazol-4-yl)methyl)thio)-1-oxoisoindolin-2-yl)piperidine-2,6-dione C12(CC3CC(CC(C1)C3)C2)COCC=2SC=C(N2)CSC2=C3CN(C(C3=CC=C2)=O)C2C(NC(CC2)=O)=O